ClC=1C(=NC(=C(C1)Cl)Cl)OCC(=O)O [(3,5,6-trichloro-2-pyridinyl)oxy]acetic acid